NC1=NC=C(C=N1)C#CC=1C=C(C(=O)N[C@H](CO)C2=CC(=CC=C2)F)C=CC1OC(F)F 3-[2-(2-Aminopyrimidin-5-yl)ethynyl]-4-(difluoromethoxy)-N-[(1S)-1-(3-fluorophenyl)-2-hydroxyethyl]benzamide